4-chlorobenzyl (4-(1-(1-(tetrahydro-2H-pyran-4-yl)-1H-pyrazole-5-carboxamido)ethyl)phenyl)carbamate O1CCC(CC1)N1N=CC=C1C(=O)NC(C)C1=CC=C(C=C1)NC(OCC1=CC=C(C=C1)Cl)=O